(3S)-N-(1-(4,4-difluorocyclohexyl)-2-((3-fluoro-4-(trimethylsilyl)phenyl)amino)-2-oxoethyl)-5-oxopyrrolidine-3-carboxamide FC1(CCC(CC1)C(C(=O)NC1=CC(=C(C=C1)[Si](C)(C)C)F)NC(=O)[C@@H]1CNC(C1)=O)F